2-(2-(Benzyloxy)-4,6-dihydroxybenzoyl)isoindolin C(C1=CC=CC=C1)OC1=C(C(=O)N2CC3=CC=CC=C3C2)C(=CC(=C1)O)O